C(=O)O.N12C[C@H](C(CC1)CC2)NC(=O)C2=C1N(C=3CCCCC23)C=CC=C1 N-[(3S)-1-azabicyclo[2.2.2]octan-3-yl]-1H,2H,3H,4H-pyrido[1,2-a]indole-10-carboxamide formate